1-iodopentan-3-one ICCC(CC)=O